ClC1=CC=C2[C@@]3(C(N(C2=C1)C=1C=NN(C1)CCC)=O)CC1=CC=C(C(=C1C3)F)C(=O)O (R)-6'-chloro-4-fluoro-2'-oxo-1'-(1-propyl-1H-pyrazol-4-yl)-1,3-dihydrospiro[indene-2,3'-indoline]-5-carboxylic acid